OC1C(=O)NC(C1)=O hydroxysuccinimid